6-(5-(1-(1-(3,4-dimethylphenyl)-5-oxopyrrolidin-3-carbonyl)piperidin-4-yl)-1,2,4-oxadiazol-3-yl)-4-ethyl-2H-benzo[b][1,4]oxazin-3(4H)-one CC=1C=C(C=CC1C)N1CC(CC1=O)C(=O)N1CCC(CC1)C1=NC(=NO1)C1=CC2=C(OCC(N2CC)=O)C=C1